(2R,3S,5R)-5-(2-amino-6-oxo-1,6-dihydro-9H-purin-9-yl)-2-((S)-hydroxymethyl-d)tetrahydrofuran-3-yl isobutyrate C(C(C)C)(=O)O[C@@H]1[C@H](O[C@H](C1)N1C=2N=C(NC(C2N=C1)=O)N)[C@H]([2H])O